CN(C=1SC=2C(=NC=C(C2)C2=CC3=CN(N=C3C=C2)C)N1)C1CC(NC(C1)(C)C)(C)C N-Methyl-6-(2-methyl-2H-indazol-5-yl)-N-(2,2,6,6-tetramethylpiperidin-4-yl)[1,3]thiazolo[4,5-b]pyridin-2-amin